BrC=1C(C2=CC(=CC=C2C1C=1N=CSC1C)OCCOC1=CC(=C(C=C1)F)F)=O 2-bromo-6-(2-(3,4-difluorophenoxy)ethoxy)-3-(5-methylthiazol-4-yl)-1H-inden-1-one